N-(2-chlorophenyl)-2-{[1-(4-fluorophenyl)-4-methyl-1H-1,2,3-triazol-5-yl]methoxy}-5,6,7,8-tetrahydro-1,6-naphthyridine-6-carboxamide ClC1=C(C=CC=C1)NC(=O)N1CC=2C=CC(=NC2CC1)OCC1=C(N=NN1C1=CC=C(C=C1)F)C